COC(CC1=C(C=C(C=C1)C#N)OCC1=CC2=C(COC3=C(C=CC=C23)CN)C=C1)=O 2-(2-((4-(aminomethyl)-6H-benzo(c)chromen-9-yl)methoxy)-4-cyanophenyl)acetic acid methyl ester